(E)-4-(o-tolyl)but-3-en-2-one C1(=C(C=CC=C1)/C=C/C(C)=O)C